(S)-(+)-3-hydroxytetrahydrofuran C1COC[C@H]1O